6-bromo-2-chloronicotinic acid BrC1=NC(=C(C(=O)O)C=C1)Cl